BrC=1C(=NC(=NC1)NC1=C(C=C(C(=C1)C=1C=NN(C1)C)N1CCC(CC1)N1CCNCC1)OC1CC1)NC1N(C2=CC=CC=C2C=C1)P(C)(C)=O (2-((5-bromo-2-((2-cyclopropyloxy-5-(1-methyl-1H-pyrazol-4-yl)-4-(4-(piperazin-1-yl)piperidin-1-yl)phenyl)amino)pyrimidin-4-yl)amino)quinolin-1-yl)dimethylphosphine oxide